C(C=1C(C(=O)OC2CCCCCC2)=CC(C(=O)OC2CCCCCC2)=CC1)(=O)OC1CCCCCC1 tricycloheptyl trimellitate